5-((Benzyloxy)carbonyl)-2,2-dimethyl-1,3-dioxan C(C1=CC=CC=C1)OC(=O)C1COC(OC1)(C)C